N-(2-{[4-(2-chlorophenyl)-3-(ethoxycarbonyl)-5-(methoxycarbonyl)-6-methyl-1,4-dihydro-2-pyridinyl]-methoxy}-ethyl)-aspartic acid ClC1=C(C=CC=C1)C1C(=C(NC(=C1C(=O)OC)C)COCCN[C@@H](CC(=O)O)C(=O)O)C(=O)OCC